ClCC1=CC=CC=C1 4-(chloromethyl)-benzene